diisopropoxymethyl-(3-vinylphenyl)silane tert-butyl-(R)-(1-hydroxyhexan-2-yl)carbamate C(C)(C)(C)N(C(O)=O)[C@@H](CO)CCCC.C(C)(C)OC(OC(C)C)[SiH2]C1=CC(=CC=C1)C=C